[Cl-].[Cl-].[Ti+2].FC1=C(NP(C2CCCCC2)C2CCCCC2)C(=CC=C1)F 2,6-difluoroanilinodicyclohexyl-phosphine titanium dichloride